C(C)[C@]1(C(=C([C@@H](C=C1)CC(C1=CC=CC=C1)=O)CC)I)CC#N 2-((1S,4R)-1,3-diethyl-2-iodo-4-(2-oxo-2-phenylethyl)cyclohexa-2,5-dien-1-yl)acetonitrile